2-((1-(3,4-dimethylpyrimido[4',5':4,5]thieno[2,3-c]pyridazin-8-yl)azetidin-3-yl)amino)nicotinonitrile 2,2,2-trifluoroacetate FC(C(=O)O)(F)F.CC1=C(C2=C(N=N1)SC1=C2N=CN=C1N1CC(C1)NC1=C(C#N)C=CC=N1)C